3-(2-fluoro-6-methoxy-phenyl)-5-(1-isopropyl-indazol-5-yl)-1,2,4-oxadiazole FC1=C(C(=CC=C1)OC)C1=NOC(=N1)C=1C=C2C=NN(C2=CC1)C(C)C